N1=C(C=CC=C1)C1(CCOC2(CC=CC2)C1)CCN 2-(9-(pyridin-2-yl)-6-oxaspiro[4.5]dec-2-en-9-yl)ethylamine